4-amino-N-(1-methyl-1H-pyrazol-4-yl)-N-((5-(trifluoromethyl)-2-pyridinyl)methyl)-1,3-dihydrofuro[3,4-c]quinoline-8-carboxamide NC1=NC=2C=CC(=CC2C2=C1COC2)C(=O)N(CC2=NC=C(C=C2)C(F)(F)F)C=2C=NN(C2)C